N-(5-cyano-4-((2-(methylthio)ethyl)amino)pyridin-2-yl)-7-formyl-6-((4-methyl-2-oxopiperazin-1-yl)methyl)-3,4-dihydro-1,8-naphthyridine-4,4-d2-1(2H)-carboxamide C(#N)C=1C(=CC(=NC1)NC(=O)N1CCC(C2=CC(=C(N=C12)C=O)CN1C(CN(CC1)C)=O)([2H])[2H])NCCSC